ClC=1C=C(C(=NC1)N1C([C@@H](N(C(C1)=O)CC1=CC=C(C=C1)Cl)C(C)C)=O)C (S)-1-(5-chloro-3-methylpyridin-2-yl)-4-(4-chlorobenzyl)-3-isopropyl-piperazine-2,5-dione